CN(CCNC1=NC=CC=N1)C 2-((2-(dimethylamino)ethyl)amino)pyrimidin